C(C)(C)(C)C1OCCN2C1=CNC(C2)C2=CC=C(C=C2)C(=O)OC tert-butyl-7-(4-(methoxycarbonyl)phenyl)hexahydropyrazino[2,1-c][1,4]oxazine